NC1=NC=2C=CC(=CC2C2=C1C=NN2C)C(=O)N2C(CC(CC2)C#N)C2=CC=C(C=C2)C(F)(F)F (4-amino-1-methyl-1H-pyrazolo[4,3-c]quinoline-8-carbonyl)-2-(4-(trifluoromethyl)phenyl)piperidine-4-carbonitrile